8-((4-iodo-2-fluorophenyl)amino)-2-(4-methoxybenzyl)-7-methyl-3,4-dihydro-2,7-naphthyridine-1,6(2h,7h)-dione IC1=CC(=C(C=C1)NC=1N(C(C=C2CCN(C(C12)=O)CC1=CC=C(C=C1)OC)=O)C)F